C(C(O)C)(=S)[O-].[NH4+] Ammonium thiolactat